N-(3-((2-((2-ethyl-4-(5-methyl-2,5-diazabicyclo[2.2.1]heptan-2-yl)phenyl)amino)-5-(trifluoromethyl)pyrimidin-4-yl)amino)propyl)cyclobutanecarboxamide C(C)C1=C(C=CC(=C1)N1C2CN(C(C1)C2)C)NC2=NC=C(C(=N2)NCCCNC(=O)C2CCC2)C(F)(F)F